5-(5-(2,3-dimethyl-2-butoxycarbonyl)naphthyl)-7-oxo-bicyclo[2.2.1]Hept-2-ene CC(C)(C(C)C)OC(=O)C1=C2C=CC=C(C2=CC=C1)C1C2C=CC(C1)C2=O